FC1=C(CN2N=CC(=C2)CNC2=NC=3N([C@H](C(NC3C(=N2)C)=O)C)C)C=CC(=C1OC)F (7S)-2-(((1-(2,4-difluoro-3-methoxybenzyl)-1H-pyrazol-4-yl)methyl)amino)-4,7,8-trimethyl-7,8-dihydropteridin-6(5H)-one